4-[4-(1,3-benzooxazol-2-yl)piperidin-1-yl]-1-methyl-2-oxo-7-(2-oxopyrrolidin-1-yl)-1,2-dihydroquinoline-3-carbonitrile O1C(=NC2=C1C=CC=C2)C2CCN(CC2)C2=C(C(N(C1=CC(=CC=C21)N2C(CCC2)=O)C)=O)C#N